benzyl-3-(1-methyl-2-(trifluoromethyl)-1H-indol-3-yl)quinoxalin-2(1H)-one C(C1=CC=CC=C1)N1C(C(=NC2=CC=CC=C12)C1=C(N(C2=CC=CC=C12)C)C(F)(F)F)=O